N'-(4-nitrophenyl)-N,N-dimethylacetamidine [N+](=O)([O-])C1=CC=C(C=C1)N=C(C)N(C)C